[Sm+3].C([O-])([O-])=O.[Ce+3].C([O-])([O-])=O.C([O-])([O-])=O cerium carbonate samarium